2-[3-(1,3-dioxolan-2-yl)-4-[(4-methoxyphenyl)methoxy]phenyl]pyrimidin-4-amine O1C(OCC1)C=1C=C(C=CC1OCC1=CC=C(C=C1)OC)C1=NC=CC(=N1)N